O=C1N2[C@@H](COC1)CN(CC2)C(=O)OC(C)(C)C tert-butyl (R)-4-oxohexahydropyrazino[2,1-c][1,4]oxazine-8(1H)-carboxylate